4-(4-propenoyl-2-methylpiperazin-1-yl)-6-fluoro-7-(2-fluoro-6-hydroxyphenyl)-1-(2-methylnaphthalen-1-yl)pyrido[2,3-d]pyrimidin-2(1H)-one C(C=C)(=O)N1CC(N(CC1)C=1C2=C(N(C(N1)=O)C1=C(C=CC3=CC=CC=C13)C)N=C(C(=C2)F)C2=C(C=CC=C2O)F)C